tolyl-2,6-xylene phosphate P(=O)(O)(O)O.C1(=C(C=CC=C1)C1=C(C=CC=C1C)C)C